COC(CC1(OCCO1)CC1=C(C=CC(=C1)C(F)(F)F)N)=O methyl{2-[2-amino-5-(trifluoromethyl)benzyl]-1,3-dioxolan-2-yl}acetate